4-((2s,5r)-5-ethyl-4-((4-fluorophenyl)(6-(trifluoromethyl)pyridin-3-yl)methyl)-2-methylpiperazin-1-yl)-1-methyl-2-oxo-1,2-dihydropyrido[3,2-d]pyrimidine-6-carbonitrile C(C)[C@H]1N(C[C@@H](N(C1)C=1C2=C(N(C(N1)=O)C)C=CC(=N2)C#N)C)C(C=2C=NC(=CC2)C(F)(F)F)C2=CC=C(C=C2)F